ethyl di-(2-pentyl) phosphate P(=O)(OCC)(OC(C)CCC)OC(C)CCC